FC1=CC2=C(N(C=N2)C2CCN(CC2)CC=2C=C3CN(C(C3=CC2)=O)C2C(NC(CC2)=O)=O)C=C1 3-(5-((4-(5-fluoro-1H-benzo[d]imidazol-1-yl)piperidin-1-yl)methyl)-1-oxoisoindolin-2-yl)piperidine-2,6-dione